O[C@@H]1C[C@H]2[C@H](CCC3=C(O2)C=C(C=C3)C(=O)O)[C@H]1\C=C\C(C1(CCC1)C1=C(C=CC=C1)C)O (1R,2R,3aS,10aR)-2-hydroxy-1-{(1E,3ξ)-3-hydroxy-3-[1-(2-methylphenyl)cyclobutyl]-1-propen-1-yl}-2,3,3a,9,10,10a-hexahydro-1H-benzo[b]cyclopenta[f]oxepin-6-carboxylic acid